N-(4-(5-(difluoromethyl)-1,3,4-oxadiazol-2-yl)benzyl)-1-methyl-N-phenylpiperidine-4-sulfonamide FC(C1=NN=C(O1)C1=CC=C(CN(S(=O)(=O)C2CCN(CC2)C)C2=CC=CC=C2)C=C1)F